(R)-N-((3s,4s)-8-(3-bromo-4-cyano-1H-pyrazolo[3,4-d]pyrimidin-6-yl)-3-methyl-2-oxa-8-azaspiro[4.5]dec-4-yl)-2-methylpropan-2-sulfinamide BrC1=NNC2=NC(=NC(=C21)C#N)N2CCC1([C@@H]([C@@H](OC1)C)N[S@](=O)C(C)(C)C)CC2